boron-silicon potassium [K].[Si].[B]